(3-{3-[(4-chlorophenoxy)methyl]-1,2,4-oxadiazol-5-yl}bicyclo[1.1.1]pentan-1-yl)-2-(3-methylphenoxy)acetamide ClC1=CC=C(OCC2=NOC(=N2)C23CC(C2)(C3)C(C(=O)N)OC3=CC(=CC=C3)C)C=C1